indol-4-carboxamide N1C=CC=2C(=CC=CC12)C(=O)N